(2S)-1-(benzofuran-7-yl)-2-methyl-piperazine O1C=CC2=C1C(=CC=C2)N2[C@H](CNCC2)C